N-(1-(4-chlorophenyl)-2,2,2-trifluoroethyl)-N-methylpyridazine-3-sulfonamide ClC1=CC=C(C=C1)C(C(F)(F)F)N(S(=O)(=O)C=1N=NC=CC1)C